Ethyl 2-(3-bromo-2-pyridyl)propanoate BrC=1C(=NC=CC1)C(C(=O)OCC)C